biphenyl-3,3'-dicarbonyl difluoride C1(=CC(=CC=C1)C(=O)F)C1=CC(=CC=C1)C(=O)F